FC1=C(OCCCC(=O)O)C(=CC(=C1)N1C=CC2=CC(=CC=C12)F)F 4-[2,6-difluoro-4-(5-fluoroindol-1-yl)phenoxy]butyric acid